C(C1=CC=CC=C1)OC1=NC(=CC=C1N1C(N(C2=C1C=CC(=C2)NC2CCN(CC2)C(=O)OCCCC)C)=O)OCC2=CC=CC=C2 butyl 4-[[1-(2,6-dibenzyloxy-3-pyridyl)-3-methyl-2-oxo-benzimidazol-5-yl]amino]piperidine-1-carboxylate